C(C1=CC=CC=C1)ON(C(C)=O)CC(=O)ON1C(CCC1=O)=O 2,5-Dioxopyrrolidin-1-yl 2-(N-(benzyloxy)acetamido)acetate